ClC1=C(C(=CC=C1)F)CC1=NOC(N1CC1=C(C=CC=C1)OC)=O 3-[(2-chloro-6-fluorophenyl)methyl]-4-[(2-methoxyphenyl)methyl]-4,5-dihydro-1,2,4-oxadiazol-5-one